FC1=C(C=CC=C1C)NC=1C2=C(N=CN1)C=CC(=N2)N2CC1(CCN1)C2 N-(2-fluoro-3-methylphenyl)-6-(1,6-diazaspiro[3.3]heptan-6-yl)pyrido[3,2-d]pyrimidin-4-amine